C(C)OC(C)=O.CCCCCC Hexane Ethyl-acetate